OCCNCCCC(=O)OCCCCCCCCCCC n-undecyl 4-((2-hydroxyethyl)amino)butanoate